C(C=C)(=O)OCCCC(CC)(C)C 4,4,5-trimethyl-1-pentyl acrylate